5-chloro-2-(3-methoxyazetidin-1-yl)pyridine-4-carbaldehyde ClC=1C(=CC(=NC1)N1CC(C1)OC)C=O